BrC1=C2C(=CN=C1I)OC(=C2)C#N 4-bromo-5-iodofuro[2,3-c]pyridine-2-carbonitrile